O=C[C@H](O)[13C@@H](O)[C@H](O)[C@H](O)CO [3-13C]Glucose